5-(5-(2,2-Dimethyl-4-(methylsulfonyl)piperazin-1-yl)-1H-indazol-1-yl)-2-fluoro-3-(trifluoromethyl)phenol CC1(N(CCN(C1)S(=O)(=O)C)C=1C=C2C=NN(C2=CC1)C=1C=C(C(=C(C1)O)F)C(F)(F)F)C